ClC(C(=O)OC)C(=O)C=1C=C2C=CN=CC2=CC1 methyl 2-chloro-3-(6-isoquinolinyl)-3-oxopropionate